2-(5-bromo-3-fluoro-2-pyridinyl)acetic acid BrC=1C=C(C(=NC1)CC(=O)O)F